BrC1=CC(=CC(=N1)NC1CCC(CC1)O)CN1CCCC1 (1R,4R)-4-((6-bromo-4-(pyrrolidin-1-ylmethyl)pyridin-2-yl)amino)cyclohexan-1-ol